(2R,3S,4S,5R,6R)-6-(2-carboxy-5-hydroxy-3-undecylphenoxy)-3,4,5-trihydroxytetrahydro-2H-pyran-2-carboxylic acid C(=O)(O)C1=C(O[C@@H]2[C@@H]([C@H]([C@@H]([C@@H](O2)C(=O)O)O)O)O)C=C(C=C1CCCCCCCCCCC)O